OCCOC(=O)C1=CC=CC=2C(=CC=CC12)C(=O)OCCO 1,5-naphthalenedicarboxylic acid 1,5-bis(2-hydroxyethyl) ester